FC(C1=NN=C(O1)C=1C=CC(=NC1)CN1C(SC2=C1C=CC(=C2)C2CCNCC2)=O)F 3-((5-(5-(difluoromethyl)-1,3,4-oxadiazol-2-yl)pyridin-2-yl)methyl)-6-(piperidin-4-yl)benzo[d]thiazol-2(3H)-one